O=C1NC(CCC1N1C(C2=CC=CC(=C2C1=O)SCC=1OC(=CC1)CNC12CC3CC2CC(C1)C3)=O)=O 2-(2,6-dioxopiperidin-3-yl)-4-(((5-(((hexahydro-2,5-methanopentalen-3a(1H)-yl)amino)methyl)furan-2-yl)methyl)thio)isoindoline-1,3-dione